C1=CC=CC=2C3=CC=CC=C3C(C12)COC(=O)NC(C(=O)OC(C)(C)C)CC1=CC=C(C=C1)C(F)(F)F tert-Butyl 2-((((9H-fluoren-9-yl)methoxy) carbonyl)amino)-3-(4-(trifluoromethyl) phenyl)propanoate